3,5-dioxo-4,5-dihydro-1,2,4-triazin O=C1NN=CC(N1)=O